methyl 6-(4-((hydroxyimino)methyl)thiazol-2-yl)hex-5-ynoate ON=CC=1N=C(SC1)C#CCCCC(=O)OC